(4-nitrophenyl) (S)-3-methoxypyrrolidine-1-carboxylate CO[C@@H]1CN(CC1)C(=O)OC1=CC=C(C=C1)[N+](=O)[O-]